C(C1=CC=CC=C1)OC(=O)NS(=O)(=O)N1C(=C(C=C1)Br)C(=O)OCC1=CC=CC=C1 benzyl 1-(benzyloxycarbonyl sulfamoyl)-3-bromo-pyrrole-2-carboxylate